OCC=1C(=[N+](ON1)[O-])C1=CC=CC=C1 4-(hydroxymethyl)-3-phenyl-1,2,5-oxadiazole 2-oxide